(R)-N-(1-(naphthalen-1-yl)ethyl)-2-(propoxymethyl)-3-ureidobenzamide C1(=CC=CC2=CC=CC=C12)[C@@H](C)NC(C1=C(C(=CC=C1)NC(=O)N)COCCC)=O